(R)-8-(5-(1H-Indazol-7-yl)pyrazin-2-yl)-9-oxooctahydro-2H-pyrazino[1,2-a]pyrazin N1N=CC2=CC=CC(=C12)C=1N=CC(=NC1)N1C([C@@H]2N(CCNC2)CC1)=O